CN1C(CCCC1)CCS(=O)(=O)O.C1(=CC=CC=C1)C1=C(C(=NN=N1)C=1C(=C(C(=C(C1)C1=CC=CC=C1)C1=CC=CC=2SC3=C(C21)C=CC=C3)C3=NN=NC(=C3C3=CC=CC=C3)C3=CC=CC=C3)C3=CC=CC=2OC1=C(C23)C=CC=C1)C1=CC=CC=C1 (diphenyltriazinyl)(dibenzofuranyl)(diphenyltriazinyl)(dibenzothiophenyl)biphenyl (1-Methylpiperidin-2-yl)methyl-methanesulfonate